tert-butyl-((6-(2,6-dioxopiperidin-3-yl) pyridin-2-yl) oxy) butyrate C(CCC)(=O)OOC1=NC(=CC=C1C(C)(C)C)C1C(NC(CC1)=O)=O